ClC1=CC(N(C=C1)CN1N=NC(=C1)C1=NC(=CN=C1)N1CCCC1)=O 4-chloro-1-((4-(6-(pyrrolidin-1-yl)pyrazin-2-yl)-1H-1,2,3-triazol-1-yl)methyl)pyridin-2(1H)-one